CN1C(N(C2=C1C=CC(=C2)C=O)C)=O 1,3-dimethyl-2-oxo-2,3-dihydro-1H-benzo[d]imidazole-5-carbaldehyde